N,N-diisooctyl-diglycolamic acid C(CCCCC(C)C)N(C(COCC(=O)O)=O)CCCCCC(C)C